2,6-Difluoro-3-(1-methyl-6-(methyl(tetrahydro-2H-pyran-3-yl)amino)-1H-pyrazolo[4,3-c]pyridin-3-yl)-5-(trifluoromethyl)phenol FC1=C(C(=C(C=C1C1=NN(C2=C1C=NC(=C2)N(C2COCCC2)C)C)C(F)(F)F)F)O